2-(7-cyclopropyl-7-azaspiro[3.5]nonan-2-yl)-8-fluoro-3,4-dihydro-1H-isoquinoline-6-carbohydroxamic acid C1(CC1)N1CCC2(CC(C2)N2CC3=C(C=C(C=C3CC2)C(=O)NO)F)CC1